1-[4-[(1R,2R)-6-hydroxy-2-(3,3,5,5-tetramethylcyclohexyl)tetralin-1-yl]phenyl]piperidine-4-carbaldehyde OC=1C=C2CC[C@@H]([C@@H](C2=CC1)C1=CC=C(C=C1)N1CCC(CC1)C=O)C1CC(CC(C1)(C)C)(C)C